CN(C=1C=C(CN(C2=CC=C(CN3C(CNCC3)=O)C=C2)CC2=CC(=CC=C2)OC)C=CC1)C 1-(4-((3-(dimethylamino)benzyl)(3-methoxybenzyl)amino)benzyl)piperazin-2-one